manganese(III) 5,10,15,20-tetrakis(N-ethylpyridinium-2-yl)porphyrin C(C)[N+]1=C(C=CC=C1)C=1C2=CC=C(N2)C(=C2C=CC(C(=C3C=CC(=C(C=4C=CC1N4)C4=[N+](C=CC=C4)CC)N3)C3=[N+](C=CC=C3)CC)=N2)C2=[N+](C=CC=C2)CC.[Mn+3]